NCCNC(CN1C(C2=CC(=CC=C2C=C1)C1=CC(=C(C=C1)O[C@H]1O[C@H]([C@H]([C@@H]([C@H]1O)O)O)CO)C)=O)=O N-(2-aminoethyl)-2-[7-[3-methyl-4-[(2R,3R,4S,5S,6S)-3,4,5-trihydroxy-6-(hydroxymethyl)tetrahydropyran-2-yl]oxy-phenyl]-1-oxo-2-isoquinolyl]acetamide